N-(3-methoxybenzyl)-5-((2-(2-(3-methoxyphenoxy)ethoxy)ethoxy)methyl)-N-(4-morpholinobenzyl)pyridin-2-amine COC=1C=C(CN(C2=NC=C(C=C2)COCCOCCOC2=CC(=CC=C2)OC)CC2=CC=C(C=C2)N2CCOCC2)C=CC1